1-[(2-{6,6-difluoro-3-azabicyclo[3.1.0]hex-3-yl}-4-methylpyrimidin-5-yl)methyl]-1H-1,2,3-triazole-4-carboxylic acid, lithium salt [Li+].FC1(C2CN(CC12)C1=NC=C(C(=N1)C)CN1N=NC(=C1)C(=O)[O-])F